4-Morpholino-N-(3-phenylpropyl)-1H-benzo[d]imidazole-1-carboxamide O1CCN(CC1)C1=CC=CC=2N(C=NC21)C(=O)NCCCC2=CC=CC=C2